C(C)(C)(C)N(C(O)=O)CC1CCC(CC1)N.C(C)(C)(C)C1=CC=C(C=C1)CSC=1C=CC(=NC1C1N(C2=C(N1C)C=CC(=C2)C(F)(F)F)OCC)C(=O)N 5-[(4-tert-butylphenyl)methylsulfanyl]-N'-ethoxy-6-[1-methyl-5-(trifluoromethyl)benzimidazol-2-yl]pyridine-2-carboxamide tert-butyl-(((1s,4s)-4-aminocyclohexyl)methyl)carbamate